O=C(CN1C(CCC2=CC(=CC=C12)C=1C=CC=2N(N1)C(=NN2)CC=2C=C1C=CC=NC1=CC2)=O)N2CCNCC2 1-(2-oxo-2-(piperazin-1-yl)ethyl)-6-(3-(quinolin-6-ylmethyl)-[1,2,4]triazolo[4,3-b]pyridazin-6-yl)-3,4-dihydroquinolin-2(1H)-one